CC(CC(CO)C)NC1=C2N=CN(C2=NC=N1)C1[C@H](O)[C@@H](O)[C@H](O)[C@H](O1)CO 6-(1'-methyl-4-hydroxy-3-methylbutylamino)-9-glucopyranosylpurine